N-(4'-bromobiphenyl-2-yl)-4-difluoromethylmethylthiazole BrC1=CC=C(C=C1)C1=C(C=CC=C1)N1C(SC=C1C(F)F)C